tert-butyl [(1S,3R)-3-{[6-(methoxymethyl)thieno[2,3-d]pyrimidin-4-yl](methyl)amino}cyclopentyl]carbamate COCC1=CC2=C(N=CN=C2N([C@H]2C[C@H](CC2)NC(OC(C)(C)C)=O)C)S1